C(C)(C)(C)OC(=O)N1[C@H](COCC1)CO (S)-3-(hydroxymethyl)morpholine-4-carboxylic acid tert-butyl ester